C(C1=CC=CC=C1)N1N=CC(=C1)CC(=O)O 2-(1-benzyl-1H-pyrazol-4-yl)acetic acid